6-(3-(2-(2H-1,2,3-triazol-2-yl)propan-2-yl)-1-cyclopropyl-1H-pyrazol-5-yl)-N2-ethyl-3-(trifluoromethyl)pyridine-2,6-diamine N=1N(N=CC1)C(C)(C)C1=NN(C(=C1)C1(C=CC(=C(N1)NCC)C(F)(F)F)N)C1CC1